2-((tert-butyldimethylsilyl)oxy)-N-(1'-(3-((4,4-difluoropiperidin-1-yl)sulfonyl)benzoyl)spiro[cyclopentane-1,3'-indolin]-5'-yl)ethane-1-sulfonamide [Si](C)(C)(C(C)(C)C)OCCS(=O)(=O)NC=1C=C2C3(CN(C2=CC1)C(C1=CC(=CC=C1)S(=O)(=O)N1CCC(CC1)(F)F)=O)CCCC3